OC1=NC=CC(=C1[N+](=O)[O-])O 2,4-dihydroxy-3-nitropyridine